5-bromo-2-isopropoxy-4-methyl-pyrimidine BrC=1C(=NC(=NC1)OC(C)C)C